1-[[(2S,3R)-3-(tert-butoxycarbonylamino)-2-hydroxy-4-phenyl-butanoyl]amino]cyclopentanecarboxylic acid C(C)(C)(C)OC(=O)N[C@@H]([C@@H](C(=O)NC1(CCCC1)C(=O)O)O)CC1=CC=CC=C1